glycero-3-phosphoethanolamine OCC(O)COP(=O)(O)OCCN